1,1-diphenyl-2-(1-phenyl-1H-indol-3-yl)ethane-1-ol C1(=CC=CC=C1)C(CC1=CN(C2=CC=CC=C12)C1=CC=CC=C1)(O)C1=CC=CC=C1